[6-(3-cyclopropyl-1,2,4-triazol-1-yl)-2-azaspiro[3.3]heptan-2-yl]-[6-[[3-(difluoromethyl)-1H-pyrazol-5-yl]methyl]-2-azaspiro[3.3]heptan-2-yl]methanone C1(CC1)C1=NN(C=N1)C1CC2(CN(C2)C(=O)N2CC3(C2)CC(C3)CC3=CC(=NN3)C(F)F)C1